SC1C(CCCC1)O 2-mercaptocyclohexanol